tert-butyl 2-(5-fluoroquinazolin-7-yl)hydrazine-1-carboxylate FC1=C2C=NC=NC2=CC(=C1)NNC(=O)OC(C)(C)C